FC(C)(F)C1=NC(=CC(=N1)NC1=CC(=NC=C1C1=NN(C=N1)C)NC(C)=O)CC N-(4-((2-(1,1-difluoroethyl)-6-ethylpyrimidin-4-yl)amino)-5-(1-methyl-1H-1,2,4-triazol-3-yl)pyridin-2-yl)acetamide